O=C1N(C(C2=CC=CC=C12)=O)[C@H]1[C@@H]2[C@H](N([C@H]1COC1CC3CC3(CC1)C1=NC=C(C=N1)F)C(=O)OC)CCC2 methyl (2R,3S,3aS,6aR)-3-(1,3-dioxoisoindolin-2-yl)-2-(((6-(5-fluoropyrimidin-2-yl)bicyclo[4.1.0]heptan-3-yl)oxy)methyl)hexahydrocyclopenta[b]pyrrole-1(2H)-carboxylate